(diethylamino)-2-oxo-2H-chromen-3-carbaldehyde C(C)N(CC)C1=C(C(OC2=CC=CC=C12)=O)C=O